FC1=CC=C2C(N(C(=NC2=C1)C)C1=CC=C(C=C1)S)=O 7-fluoro-3-(4-mercaptophenyl)-2-methyl-quinazolin-4(3H)-one